5-chloro-2-(1-((1S,2S)-2-((2-(2,6-dioxopiperidin-3-yl)-1-oxoisoindolin-5-yl)oxy)cyclohexyl)azetidin-3-yl)benzonitrile ClC=1C=CC(=C(C#N)C1)C1CN(C1)[C@@H]1[C@H](CCCC1)OC=1C=C2CN(C(C2=CC1)=O)C1C(NC(CC1)=O)=O